4-phenoxy-1,3-diaminobenzene O(C1=CC=CC=C1)C1=C(C=C(C=C1)N)N